BrC1=NSC(=N1)C=1C=C(C=C(C1)S(=O)(=O)C1=CC=CC=C1)N1CCOCC1 4-(3-(3-bromo-1,2,4-thiadiazol-5-yl)-5-(benzenesulfonyl)phenyl)morpholine